3,4-dimethylnonane CC(CC)C(CCCCC)C